C1=CC=CC=2C3=CC=CC=C3C(C12)COC(NCC(NCC(NCC(NCOCC(=O)O)=O)=O)=O)=O 1-(9H-fluoren-9-yl)-3,6,9,12-tetraoxo-2,15-dioxa-4,7,10,13-tetraazaheptadecan-17-oic acid